4-bromoquinoline BrC1=CC=NC2=CC=CC=C12